ethyl 2-methylene-5-oxotetrahydro-1H-pyrrolizin-7a(5H)-formate C=C1CC2(CCC(N2C1)=O)C(=O)OCC